COC=1C=C2C(=NC(=NC2=CC1OC)C)NC(C)C1=C(SC=C1)C=1C=CC=C(C1)C(CO)O 2-(5-{(1-[(6,7-dimethoxy-2-methylquinazolin-4-yl)amino]ethyl)thiophen-2-yl}phenyl)ethane-1,2-diol